BrC1=CC2=C(SC3=C2C=CC(=C3)Br)C=C1 2,7-dibromodibenzothiophene